CC(CC(C)C)=NCCC[Si](OCC)(OCC)OCC 3-(1,3-dimethylbutylidene)aminopropyl-triethoxysilane